ClC=1C=CC=C2C=CN=C(C12)N(C(C1=C(C=C(C=C1)C1=NC=CN=C1C)F)=O)[C@H]1CNCCC1 (R)-N-(8-chloroisoquinolin-1-yl)-2-fluoro-4-(3-methylpyrazin-2-yl)-N-(piperidin-3-yl)benzamide